C(C)(C)C1=CC=C(CNC(=O)N2CC(CCC2)C2=C(OCC(C(=O)O)C)C=CC=C2)C=C1 3-(1-(4-isopropylbenzyl)carbamoyl-piperidin-3-ylphenoxy)-2-methylpropanoic acid